3-Boc-piperazinylcarbonyl-1-(4-(hydroxycarbamoyl)benzyl)-1H-indole C(=O)(OC(C)(C)C)C1CN(CCN1)C(=O)C=1N(C2=CC=CC=C2C1)CC1=CC=C(C=C1)C(NO)=O